[Zr].[Ni] nickel-zirconium salt